FC=1C(=NC(=NC1)NC1=NC=C(C=C1)N1CCNCC1)C=1C=C2C(=CC(=NC2=C(C1)F)C)C(=C)C 5-Fluoro-4-(8-fluoro-2-methyl-4-(prop-1-en-2-yl)quinolin-6-yl)-N-(5-(piperazin-1-yl)pyridin-2-yl)pyrimidin-2-amine